CC1(C=2C3=C(C=CC2C=2C=CC=CC12)C=CC=C3)C 11,11-dimethylbenzfluorene